(R)-4-((1-(3-(difluoromethyl)-2-fluorophenyl)ethyl)amino)-6-((1,1-dioxotetrahydro-2H-thiopyran-4-yl)oxy)-2-methylpyrido[2,3-d]pyrimidin-7(8H)-one FC(C=1C(=C(C=CC1)[C@@H](C)NC=1C2=C(N=C(N1)C)NC(C(=C2)OC2CCS(CC2)(=O)=O)=O)F)F